COC(=O)[C@@H]1CC[C@H]2N1C([C@H](C[C@H](C2)C)NC(=O)OC(C)(C)C)=O.CC2=NC(=NC=C2)C2=NC=CC=C2C2=CC=CC=C2 methyl-(phenylpyridinyl)pyrimidine methyl-(3S,6S,8R,9aR)-6-((tert-butoxycarbonyl)amino)-8-methyl-5-oxooctahydro-1H-pyrrolo[1,2-a]azepine-3-carboxylate